1-(2-aminopyridin-3-yl)pyrrolidin-2-one NC1=NC=CC=C1N1C(CCC1)=O